5,8-Dichloro-6,7-dimethoxy-3,4-dihydroisoquinolin-2(1H)-yl-(1-(5-fluoropyridin-2-yl)piperidin-3-yl)methanone ClC1=C2CCN(CC2=C(C(=C1OC)OC)Cl)C(=O)C1CN(CCC1)C1=NC=C(C=C1)F